10-Methyl-4,6-dioxo-1,4,6,9-tetrahydropyrido[3,2-g]quinoline-2,8-dicarboxylic acid CC=1C2=C(C=C3C(C=C(NC13)C(=O)O)=O)C(C=C(N2)C(=O)O)=O